O=C1C=CC(=CN1C1CCOCC1)C(=O)N 6-oxo-1-(tetrahydro-2H-pyran-4-yl)-1,6-dihydropyridine-3-carboxamide